2-acetamido-6,8-dioxo-7-(prop-2-yn-1-yl)-1,6,7,8-tetrahydro-9H-purine C(C)(=O)NC=1NC(C=2N(C(NC2N1)=O)CC#C)=O